FC1(CCN(CC1)C1=C(C(=O)NC2=CC(=NC=C2)S(N)(=O)=O)C(=CC=N1)OC)F 2-(4,4-Difluoropiperidin-1-yl)-4-methoxy-N-(2-sulfamoylpyridin-4-yl)nicotinamide